1,9-phenoxathiindicarboxylic acid C1(=CC=CC=2OC3=CC=CC(=C3SC12)C(=O)O)C(=O)O